C12CN(CC(CC1)N2)C2=NC=CC(=C2)C=2C(=C(C=C(C2)F)C2=CC(=C(C=C2)N2C(N(C=C2)C)=O)Cl)O 1-(3'-(2-(3,8-diazabicyclo[3.2.1]octan-3-yl)pyridin-4-yl)-3-chloro-5'-fluoro-2'-hydroxy-[1,1'-biphenyl]-4-yl)-3-methyl-1H-imidazol-2(3H)-one